1-hydroxydodecanesulfonic acid sodium salt [Na+].OC(CCCCCCCCCCC)S(=O)(=O)[O-]